2-(4-benzyl-4,5-dihydro-oxazol-2-yl)-pyridine C(C1=CC=CC=C1)C1N=C(OC1)C1=NC=CC=C1